methyl-3,5,5-trimethylcyclohexyl isocyanate CC1(CC(CC(C1)(C)C)C)N=C=O